ClC1=CC=C(C=N1)CN1C(=NC2=C1C(=CC=C2)F)C2=NON=C2C 3-[1-[(6-chloropyridin-3-yl)methyl]-7-fluoro-benzoimidazol-2-yl]-4-methyl-1,2,5-oxadiazole